2-(di-t-butylphosphinomethyl)pyridine methyl-(2R,3R)-2-[(tert-butoxycarbonyl)amino]-3-hydroxybutanoate COC([C@@H]([C@@H](C)O)NC(=O)OC(C)(C)C)=O.C(C)(C)(C)P(C(C)(C)C)CC1=NC=CC=C1